BrC=1C2=C(SC1C(=O)[O-])C=C(S2)Cl.[NH4+] ammonium 3-bromo-5-chlorothieno[3,2-b]thiophene-2-carboxylate